tert-butyl (2-(2,7-dimethyl-2H-indazol-5-yl)-4-((2,2,6,6-tetramethylpiperidin-4-yl)carbamoyl)thiazol-5-yl)carbamate CN1N=C2C(=CC(=CC2=C1)C=1SC(=C(N1)C(NC1CC(NC(C1)(C)C)(C)C)=O)NC(OC(C)(C)C)=O)C